CN(C=1C=C2C(=CC=NC2=CC1)NC=1C=CC(=NC1)C(=O)NC1=CC=C(C=C1)NC1=CC=NC=C1)C 5-(6-(dimethylamino)quinolin-4-ylamino)-N-(4-(pyridin-4-ylamino)phenyl)pyridine-2-carboxamide